N-(1-([1,1'-biphenyl]-3-yl)-1,2,3,4-tetrahydroquinolin-3-yl)acrylamide C1(=CC(=CC=C1)N1CC(CC2=CC=CC=C12)NC(C=C)=O)C1=CC=CC=C1